ClC1=CC=C2C(=CC(=NC2=C1Cl)N1C(CCC1)CNCCC(=O)O)N1C=NC=C1 3-(((1-(7,8-Dichloro-4-(1H-Imidazol-1-Yl)Quinolin-2-Yl)Pyrrolidin-2-Yl)Methyl)Amino)Propanoic Acid